2-(4-((4-(4-bromophenyl)-5-oxo-4,5-dihydro-1H-1,2,4-triazol-1-yl)methyl)phenoxy)-2-methylpropanoic acid ethyl ester C(C)OC(C(C)(C)OC1=CC=C(C=C1)CN1N=CN(C1=O)C1=CC=C(C=C1)Br)=O